2-Chloro-5-(2,2-difluoroethyl)-8-fluoro-5H-dibenzo[b,e][1,4]diazepin ClC1=CC2=C(N(C3=C(N=C2)C=C(C=C3)F)CC(F)F)C=C1